C(C)OC(\C=C\[C@@H]([C@H](CC)OC)C)=O.C1(CC1)C=1C2=C(C(N(N1)CC(=O)NC1CC(C1)(C)O)=O)SC1=C2C=CC=C1 2-(1-cyclopropyl-4-oxo-benzo[4,5]thieno[2,3-d]pyridazin-3(4H)-yl)-N-((1s,3s)-3-hydroxy-3-methylcyclobutyl)acetamide Ethyl-(4S,5S,E)-5-methoxy-4-methylhept-2-enoate